3-cyclopropyl-5-(difluoromethoxy)-4-(3-methyl-4-(methylsulfonyl)phenyl)-1H-pyrazolo[3,4-c]pyridine C1(CC1)C1=NNC2=CN=C(C(=C21)C2=CC(=C(C=C2)S(=O)(=O)C)C)OC(F)F